CC1(COCC1)CO (3-methyltetrahydrofuran-3-yl)methanol